[(3R,9aS)-3-hydroxy-3-(2,3,4-trifluorophenyl)-1,4,6,7,9,9a-hexahydropyrazino[2,1-c][1,4]oxazin-8-yl]-(2-chloro-3-methoxyphenyl)methanone O[C@]1(CN2[C@H](CO1)CN(CC2)C(=O)C2=C(C(=CC=C2)OC)Cl)C2=C(C(=C(C=C2)F)F)F